C12CC(CC(CC1)N2)C2=CC=C1C(C=3N(C=4C=CC=C(C4C(N3)=O)Cl)C1=C2)(C)C 10-(8-azabicyclo[3.2.1]octan-3-yl)-4-chloro-7,7-dimethylindolo[1,2-a]quinazolin-5(7H)-one